N[SiH]([SiH3])[SiH3] mono-aminotrisilane